2-amino-2-[2-(4-octylphenyl)ethyl]propan-1,3-diol NC(CO)(CO)CCC1=CC=C(C=C1)CCCCCCCC